1,3-dibromo-3-ethyl-1,3-disilacyclohexane Br[SiH]1C[Si](CCC1)(CC)Br